5-(2,3-dimethyl-3H-imidazo[4,5-b]pyridin-5-yl)-N-(cis-4-(trifluoromethoxy)cyclohexyl)pyrrolo[2,1-f][1,2,4]triazin-2-amine CC1=NC=2C(=NC(=CC2)C=2C=CN3N=C(N=CC32)N[C@@H]3CC[C@@H](CC3)OC(F)(F)F)N1C